2,4,5,6-tetrakis(bis(4-methoxyphenyl)amino)isophthalonitrile COC1=CC=C(C=C1)N(C1=C(C#N)C(=C(C(=C1C#N)N(C1=CC=C(C=C1)OC)C1=CC=C(C=C1)OC)N(C1=CC=C(C=C1)OC)C1=CC=C(C=C1)OC)N(C1=CC=C(C=C1)OC)C1=CC=C(C=C1)OC)C1=CC=C(C=C1)OC